1-hexyl-3-methylimidazole hydrogensulfate S(=O)(=O)(O)O.C(CCCCC)N1CN(C=C1)C